C(#N)C1(CCN(CC1)C=1C(=NC(=C(N1)C)C1=C(C(=CC=C1)Cl)Cl)C(=O)OCC)CNC ethyl 3-(4-cyano-4-((methylamino) methyl) piperidin-1-yl)-6-(2,3-dichlorophenyl)-5-methylpyrazine-2-carboxylate